C[SiH](O[Si](CCCCl)(O[SiH](C)C)O[SiH](C)C)C tris(dimethylsiloxy)(3-chloropropyl)silane